C(#N)[C@H](C[C@H]1C(NC2(CC2)C1)=O)NC(=O)[C@@H]1[C@H]2C([C@H]2CN1C([C@H]([C@@H](C)OC)NC(C(F)(F)F)=O)=O)(C)C (1R,2S,5S)-N-((S)-1-cyano-2-((R)-5-oxo-4-azaspiro[2.4]heptan-6-yl)ethyl)-3-((2S,3R)-3-methoxy-2-(2,2,2-trifluoroacetamido)butanoyl)-6,6-dimethyl-3-azabicyclo[3.1.0]hexane-2-carboxamide